benzyl (6R)-6-{[2-(1-cyclopropyl-1H-pyrazol-4-yl)-7-(trifluoromethyl)[1,2,4]triazolo[1,5-c]quinazolin-5-yl] amino}-5-oxo-1,4-diazepane-1-carboxylate C1(CC1)N1N=CC(=C1)C1=NN2C(=NC=3C(=CC=CC3C2=N1)C(F)(F)F)N[C@H]1C(NCCN(C1)C(=O)OCC1=CC=CC=C1)=O